CN1N=CC(=C1)C1=NC=CC(=C1)OC=1C=C2C(N(C=NC2=CC1)CCN1[C@@H](CCC1)C)=O 6-{[2-(1-methylpyrazol-4-yl)-4-pyridyl]oxy}-3-{2-[(2R)-2-methylpyrrolidin-1-yl]ethyl}quinazolin-4-one